NC[C@@]1(OC2=C(C1)C(=C(C=C2)Cl)C2=C(C(=O)N)C=CC(=C2F)F)C2=CC=CC=C2 2-((2S,4S)-2-(aminomethyl)-5-chloro-2-phenyl-2,3-dihydrobenzofuran-4-yl)-3,4-difluoro-benzamide